1,8-di(piperidinyl)-naphthalene N1(CCCCC1)C1=CC=CC2=CC=CC(=C12)N1CCCCC1